N-(8-aminooctyl)-N-(5-aminopentanoyl)glycine methyl-4-bromo-6H,7H,8H-indeno[5,4-b]furan-7-carboxylate CC=1C2=C(OC1)C(=CC=1CC(CC12)C(=O)O)Br.NCCCCCCCCN(CC(=O)O)C(CCCCN)=O